3,8-difluoro-2-(2-fluorophenyl)quinoline-7-carboxylic acid FC=1C(=NC2=C(C(=CC=C2C1)C(=O)O)F)C1=C(C=CC=C1)F